2-(dicyclohexylphosphino)-3,6-dimethoxy-2',4',6'-triisopropylbiphenyl C1(CCCCC1)P(C1=C(C(=CC=C1OC)OC)C1=C(C=C(C=C1C(C)C)C(C)C)C(C)C)C1CCCCC1